C(CCC)(=O)[O-].[Na+] Sodium butyrate